The molecule is an amino trisaccharide that is 2-acetamido-2-deoxy-beta-D-glucopyranose in which the hydroxy groups at positions 3 and 6 have each been glycosylated by an alpha-L-fucopyranosyl group. It is an amino trisaccharide and a member of acetamides. It derives from an alpha-L-Fucp-(1->3)-beta-D-GlcpNAc. C[C@H]1[C@H]([C@H]([C@@H]([C@@H](O1)OC[C@@H]2[C@H]([C@@H]([C@H]([C@@H](O2)O)NC(=O)C)O[C@H]3[C@H]([C@@H]([C@@H]([C@@H](O3)C)O)O)O)O)O)O)O